N-(4-chlorobenzyl)-1-methyl-7-oxo-4,5,6,7-tetrahydro-1H-pyrazolo[3,4-c]pyridine-3-carboxamide hydrochloride Cl.ClC1=CC=C(CNC(=O)C2=NN(C=3C(NCCC32)=O)C)C=C1